5'-phenyl-1',5',10',10a'-tetrahydro-3'H-spiro[cyclopentane-1,2'-pyrrolo[1,2-b]cinnolin]-3'-one C1(=CC=CC=C1)N1N2C(CC=3C=CC=CC13)CC1(C2=O)CCCC1